ClC1=CC(=C(OC(C(=O)O)=C)C=C1)C 2-(4-chloro-2-methylphenoxy)acrylic acid